COC(C(=CC1=CC=CC=C1)C=1N=NN(C1)CC1=C(C=CC=C1)C(C)(C)C)=O (1-(2-tert-butylbenzyl)-1H-1,2,3-triazol-4-yl)cinnamic acid methyl ester